3-(6,7-dihydro-5H-pyrrolo[1,2-a]imidazol-2-yl)-4-(4-methoxyphenoxy)-N-methylbenzene-1-sulfonamide N1=C2N(C=C1C=1C=C(C=CC1OC1=CC=C(C=C1)OC)S(=O)(=O)NC)CCC2